3-[(3-chloro-2-methoxyphenyl)amino]-2-(1,5-naphthyridin-4-yl)-1H,5H,6H,7H-pyrrolo[3,2-c]pyridin-4-one ClC=1C(=C(C=CC1)NC1=C(NC2=C1C(NCC2)=O)C2=CC=NC1=CC=CN=C21)OC